2-phenylbutanamide C1(=CC=CC=C1)C(C(=O)N)CC